O1C[C@@H](CC1)NC1=NC(=CC(=N1)C=1N=NN(C1)CC1=CC=CC(=N1)C1C(CCC1)C(=O)O)C1=CC(=CC=C1)C#N 2-{6-[(4-{2-[(R)-tetrahydrofuran-3-ylamino]-6-(m-cyanophenyl)-4-pyrimidinyl}-1H-1,2,3-triazol-1-yl)methyl]-2-pyridinyl}cyclopentanecarboxylic acid